C(C)(C)(C)C=1C=C(C(=C(C1)C1=CC=CC=C1)NC=1C=C(C=CC1)C1=CC(=CC(=C1)C(C)(C)C)C(C)(C)C)C1=CC=CC=C1 5'-(tert-butyl)-N-(3',5'-di-tert-butyl-[1,1'-biphenyl]-3-yl)-[1,1':3',1''-terphenyl]-2'-amine